2-(2-imidazolin-2-yl)propane disulfate dihydrate O.O.S(=O)(=O)(O)OS(=O)(=O)O.N1C(=NCC1)C(C)C